2-[(3S)-(difluoromethyl)[1,4'-bipiperidin]-1'-yl]-N-[(3,5-difluoropyridin-2-yl)methyl]-1,3-thiazole-5-carboxamide FC(F)C1N(CCCC1)C1CCN(CC1)C=1SC(=CN1)C(=O)NCC1=NC=C(C=C1F)F